2'-deoxy-5-methyluridine-3'-phosphorothioate P(O)(O)(=S)O[C@H]1C[C@@H](O[C@@H]1CO)N1C(=O)NC(=O)C(=C1)C